(4-methoxypyridin-2-yl)acetamide COC1=CC(=NC=C1)CC(=O)N